1-(2-(4-isopropyl-5-(8-methoxy-[1,2,4]triazolo[1,5-a]pyridin-6-yl)-1H-pyrazol-3-yl)-4-methylthiazol-5-yl)piperidin-4-amine C(C)(C)C=1C(=NNC1C=1C=C(C=2N(C1)N=CN2)OC)C=2SC(=C(N2)C)N2CCC(CC2)N